C(C)C1=NC(=NO1)C=1C=C2CCC3(NC(OC3)=O)C2=CC1 5-(5-Ethyl-1,2,4-oxadiazol-3-yl)-2,3-dihydrospiro[inden-1,4'-oxazolidin]-2'-on